C(=O)(O)C1=CC=C2CCC2=C1 4-carboxybicyclo[4.2.0]oct-1,3,5-triene